(R)-7-chloro-1-methyl-N-(3-(1-methylpyrrolidin-2-yl)-5-(trifluoromethyl)phenyl)-6-(pyrazolo[1,5-a]pyrazin-3-yloxy)-1H-imidazo[4,5-b]pyridin-2-amine ClC1=C2C(=NC=C1OC=1C=NN3C1C=NC=C3)N=C(N2C)NC2=CC(=CC(=C2)C(F)(F)F)[C@@H]2N(CCC2)C